ClC=1C=C(C=C2C(=C(C=NC12)C#N)NCC(C)(C)C)N[C@H](C1=CSC=2CN(CCC21)C2COC2)C=2N=NN(C2)C2CC2 (R)-8-chloro-6-(((1-cyclopropyl-1H-1,2,3-triazol-4-yl)(6-(oxetan-3-yl)-4,5,6,7-tetrahydrothieno[2,3-c]pyridin-3-yl)methyl)amino)-4-(neopentylamino)quinoline-3-carbonitrile